N-(2-((3-Fluoroazetidin-1-yl)methyl)benzyl)-N-(2-oxo-2-((2'-oxo-1,1',2',3-tetrahydrospiro[indene-2,3'-pyrrolo[2,3-b]pyridin]-5-yl)amino)ethyl)pivalamide FC1CN(C1)CC1=C(CN(C(C(C)(C)C)=O)CC(NC=2C=C3CC4(C(NC5=NC=CC=C54)=O)CC3=CC2)=O)C=CC=C1